[Al](Cl)(Cl)Cl.[Li] lithium aluminum chloride salt